C(C=C)(=O)OCC(COC(C=C)=O)(COC(C=C)=O)COC(C=C)=O pentaerythritol tetra-acrylate